N[C@H](CN(C(=O)N[C@H]1[C@@H](C1)C1=CC=CC=C1)C1=CC=C(C=C1)C1=CC=C(C=C1)CCC)[C@H](CC)C 1-[(2S,3S)-2-Amino-3-methylpentyl]-3-[(1R,2S)-2-phenylcyclopropyl]-1-{4'-propyl-[1,1'-biphenyl]-4-yl}urea